7-(3-(((tert-butoxycarbonyl)amino)methyl)phenyl)-2-(methoxymethyl)benzofuran-5-carboxylic acid C(C)(C)(C)OC(=O)NCC=1C=C(C=CC1)C1=CC(=CC=2C=C(OC21)COC)C(=O)O